6-ethyl-5-(isopropyl-(methyl)amino)pyrazine-2-carboxamide C(C)C1=C(N=CC(=N1)C(=O)N)N(C)C(C)C